3-(5-chloro-3-methyl-2-(2-oxa-6-azaspiro[3.3]heptan-6-yl)phenyl)tetrahydrofuran-3-ol ClC=1C=C(C(=C(C1)C1(COCC1)O)N1CC2(COC2)C1)C